C(C)(C)(C)OC(=O)N1[C@H]2CC(C[C@@H]1CCC2)NC2=C1C=CC=NC1=CC(=N2)Cl (1R,3S,5S)-3-((7-chloro-1,6-naphthyridin-5-yl)amino)-9-azabicyclo[3.3.1]nonane-9-carboxylic acid tert-butyl ester